tert-butyl 4-[(R)-[2,3-dichloro-6-(prop-2-en-1-yloxy)phenyl]([[(S)-2-methylpropane-2-sulfinyl]amino])methyl]piperidine-1-carboxylate ClC1=C(C(=CC=C1Cl)OCC=C)[C@@H](C1CCN(CC1)C(=O)OC(C)(C)C)N[S@@](=O)C(C)(C)C